(R)-4-nitrophenyl (1,1,1-trifluoropropan-2-yl) carbonate C(OC1=CC=C(C=C1)[N+](=O)[O-])(O[C@@H](C(F)(F)F)C)=O